4-(benzyloxy)-N-(3-{[1,3]oxazolo[4,5-b]pyridin-2-yl}phenyl)benzamide C(C1=CC=CC=C1)OC1=CC=C(C(=O)NC2=CC(=CC=C2)C=2OC=3C(=NC=CC3)N2)C=C1